N-{3-[5-(2-amino-4-pyrimidinyl)-2-(1,1-dimethylethyl)-1,3-thiazol-4-yl]-2-fluorophenyl}-2,6-difluorobenzenesulfonamide mesylate S(C)(=O)(=O)O.NC1=NC=CC(=N1)C1=C(N=C(S1)C(C)(C)C)C=1C(=C(C=CC1)NS(=O)(=O)C1=C(C=CC=C1F)F)F